diphenyl pimelate C(CCCCCC(=O)OC1=CC=CC=C1)(=O)OC1=CC=CC=C1